[Cl-].C(=C)[N+](C)(C)C vinyl-trimethyl-ammonium chloride